4-fluoro-N-{phenyl[5-(propan-2-yl)pyridin-2-yl]methyl}-1-[2-(1H-1,2,3-triazol-5-yl)acetyl]pyrrolidine-2-carboxamide FC1CC(N(C1)C(CC1=CN=NN1)=O)C(=O)NC(C1=NC=C(C=C1)C(C)C)C1=CC=CC=C1